hydroxyethyl dimethyl phosphate ammonium salt [NH4+].P(=O)(OCCO)(OC)OC